C(\C=C\C)(=O)OC(CN1C(=CC(C=C1C)=C=O)C)C1=CC(=C(C=C1)OC)OCC1CC1 (1-(3-Cyclopropylmethoxy-4-methoxyphenyl)-2-(2,6-dimethyl-4-carbonylpyridin-1(4H)-yl) ethyl) crotonate